8-chloro-2-(((tetrahydro-2H-pyran-4-yl)thio)methyl)quinazolin-4(3H)-one ClC=1C=CC=C2C(NC(=NC12)CSC1CCOCC1)=O